C1(CC1)C(CC[C@@H](CNC(OC(C)(C)C)=O)C)=O tert-Butyl N-[(2S)-5-cyclopropyl-2-methyl-5-oxo-pentyl]carbamate